N-(3-methoxy-4-(3-methyl-6-(pyrazolo[1,5-a]pyrimidin-3-yl)-1H-pyrazolo[4,3-c]pyridin-1-yl)phenyl)-1-methyl-1H-pyrazole-4-sulfonamide COC=1C=C(C=CC1N1N=C(C=2C=NC(=CC21)C=2C=NN1C2N=CC=C1)C)NS(=O)(=O)C=1C=NN(C1)C